(2S,4R)-2,7'-dimethyl-2'-(trifluoromethyl)-6',7'-dihydrospiro[piperidine-4,4'-thieno[3,2-c]pyran] C[C@@H]1NCC[C@@]2(OCC(C3=C2C=C(S3)C(F)(F)F)C)C1